tert-butyl N-[[4-(benzhydrylideneamino)-2-pyridyl]methyl]-N-(2-methoxyethyl)carbamate C(C1=CC=CC=C1)(C1=CC=CC=C1)=NC1=CC(=NC=C1)CN(C(OC(C)(C)C)=O)CCOC